O1N=C(C=C1)C=1NC=CC1 isooxazolylAzole